O=C1NC(CCC1N1C(C2=CC=C(C=C2C1=O)CCCCO)=O)=O 2-(2,6-dioxopiperidin-3-yl)-5-(4-hydroxybutyl)isoindolin-1,3-dione